C12C(C3CC(CC(C1)C3)C2)NC(CN2C(C(=CC=C2)NC([C@H](CC/C=C/C(=O)N(C)C)NC(=O)C=2OC3=C(C2C)C=CC=C3)=O)=O)=O (S,E)-N7-(1-(2-(2-Adamantylamino)-2-oxoethyl)-2-oxo-1,2-dihydropyridin-3-yl)-N1,N1-dimethyl-6-(3-methylbenzofuran-2-carboxamido)hept-2-endiamid